NC1=NC=NN2C1=CC=C2[C@@]2(OC([C@H]1OC(O[C@H]12)(C)C)CO[Si](C)(C)C(C)(C)C)C#N (3aR,4R,6aR)-4-(4-aminopyrrolo[2,1-f][1,2,4]triazin-7-yl)-6-(((tert-butyldimethylsilyl)oxy)methyl)-2,2-dimethyltetrahydrofurano[3,4-d][1,3]dioxole-4-carbonitrile